C(C)(C)C1=CC(=NC=C1C1=CC=C(C=C1)N1C(CCC1)=O)NC1=CC2=C(OC[C@H]3N2C(C2(C3)CC2)=O)N=C1 (S)-2'-((4-isopropyl-5-(4-(2-oxopyrrolidin-1-yl)phenyl)pyridin-2-yl)amino)-6a',7'-dihydro-6'H,9'H-spiro[cyclopropane-1,8'-pyrido[2,3-b]pyrrolo[1,2-d][1,4]oxazin]-9'-one